2-chloro-6,7-dimethyl-4-(3,3,3-trifluoropropyl)pteridine ClC1=NC2=NC(=C(N=C2C(=N1)CCC(F)(F)F)C)C